1-(3',3'-difluoro-2H-spiro[benzofuran-3,4'-piperidin]-6-yl)dihydropyrimidine-2,4(1H,3H)-dione FC1(CNCCC12COC1=C2C=CC(=C1)N1C(NC(CC1)=O)=O)F